2,3-dichloroacridine ClC1=CC2=CC3=CC=CC=C3N=C2C=C1Cl